C1(C(C)O1)=O α-propiolactone